1,2-propylene glycol monovinyl ether C(=C)OCC(C)O